5-(3-((3S,4R)-4-(3,4-difluorophenyl)-1-(2-methoxyethyl) pyrrolidin-3-yl) ureido)-4-methyl-1-phenyl-1H-pyrazol-3-yl trifluoromethanesulfonate FC(S(=O)(=O)OC1=NN(C(=C1C)NC(=O)N[C@@H]1CN(C[C@H]1C1=CC(=C(C=C1)F)F)CCOC)C1=CC=CC=C1)(F)F